CC=1C(=NC=CC1N)N methyl-pyridine-2,4-diamine